C[Si](CC(CC(=O)NC=1C=CC=C2C=CC=NC12)CC1=CC2=CC=CC=C2C=C1)(C1=CC=CC=C1)C 4-[Dimethyl(phenyl)silyl]-3-(naphthalen-2-ylmethyl)-N-(quinolin-8-yl)butanamide